O1CCOC12CC=C(CC2)C=2SC=C(N2)C(F)(F)F 2-(1,4-dioxaspiro[4.5]dec-7-en-8-yl)-4-(trifluoromethyl)thiazole